sulfanylmethyldithiol SCC1SSC=C1